CC1(C(COC1)N1C=NC2=C1C=C(C=C2F)C(=O)[O-])C 1-(4,4-dimethyltetrahydrofuran-3-yl)-4-fluoro-1H-benzo[d]imidazole-6-carboxylate